C1(CC1)S(=O)(=O)N1N=CC(=C1)C1=NC=CC(=N1)NC1=NC=C(C(=C1)NCC1CCC(CC1)(O)C)C#CC1=CC=C(C=C1)CN1CCN(CC1)C 4-(((2-((2-(1-(Cyclopropylsulfonyl)-1H-pyrazol-4-yl)pyrimidin-4-yl)amino)-5-((4-((4-methylpiperazin-1-yl)methyl)phenyl)ethynyl)pyridin-4-yl)amino)methyl)-1-methylcyclohexan-1-ol